(R)-N-(1-(4-fluorophenyl)-2-hydroxyethyl)-4-(trifluoromethoxy)benzenesulfonamide FC1=CC=C(C=C1)[C@H](CO)NS(=O)(=O)C1=CC=C(C=C1)OC(F)(F)F